5-bromo-2-hydroxy-3-(trifluoromethoxy)methylbenzaldehyde BrC=1C=C(C(=C(C=O)C1)O)COC(F)(F)F